C(C)N([C@@H](CC1=CNC2=CC=CC=C12)C(=O)O)CC N,N-diethyl-tryptophan